ethyl 6-fluoro-1-[3-(methoxymethyl) cyclobutyl]-4-oxo-7-[(2R)-2-[(pyridin-2-yloxy) methyl] pyrrolidin-1-yl]-1,4-dihydroquinoline-3-carboxylate FC=1C=C2C(C(=CN(C2=CC1N1[C@H](CCC1)COC1=NC=CC=C1)C1CC(C1)COC)C(=O)OCC)=O